C1(=CC(=CC=C1)NC1=CC(C1=O)=O)C 4-(m-toluylamino)cyclobut-3-ene-1,2-dione